2,3-Bis(4-hydroxy-3-methoxyphenyl)-2-propenal OC1=C(C=C(C=C1)C(C=O)=CC1=CC(=C(C=C1)O)OC)OC